FC=1C=C(C=C2C=NNC12)C#CC1=NC(=NC=C1)C1=NC(=NC=C1)N1CC2=CC=C(C=C2C1)CF 7-fluoro-5-((2'-(5-(fluoromethyl)isoindolin-2-yl)-[2,4'-bipyrimidin]-4-yl)ethynyl)-1H-indazole